Methyl 2-(3-chloro-1-isopropyl-4-((4-(trifluoromethyl)thiazol-2-yl)oxy)-1H-pyrazole-5-carbonyl)-1-(2,4-dimethylbenzyl)hydrazine-1-carboxylate ClC1=NN(C(=C1OC=1SC=C(N1)C(F)(F)F)C(=O)NN(C(=O)OC)CC1=C(C=C(C=C1)C)C)C(C)C